C1(=CC=C(C=C1)CCC(=O)O)C1=CC=CC=C1 3-(4-biphenylyl)propionic acid